N-(3-(2-(2-Aminopyridin-3-yl)-3-(4-((4-(6-cyanopyridin-2-yl)piperazin-1-yl)methyl)phenyl)-3H-imidazo[4,5-b]pyridin-5-yl)phenyl)acetamide NC1=NC=CC=C1C1=NC=2C(=NC(=CC2)C=2C=C(C=CC2)NC(C)=O)N1C1=CC=C(C=C1)CN1CCN(CC1)C1=NC(=CC=C1)C#N